ClC1=C(C=C(C=C1)F)C1NC(C2=C3C(=CC(=C12)NC(C1=CC(=CC(=C1)F)C(F)(F)F)=O)OCS(N3)(=O)=O)=O N-[7-(2-chloro-5-fluorophenyl)-2,2,9-trioxo-1,7,8,9-tetrahydro-2λ6-[1,3,4]oxathiazino[5,6-e]isoindol-6-yl]-5-fluoro-3-(trifluoromethyl)benzamide